4-methoxy-N-(3-methyl-4-((2-morpholinopyrimidin-5-yl)oxy)phenyl)bicyclo[2.2.2]octane-1-carboxamide COC12CCC(CC1)(CC2)C(=O)NC2=CC(=C(C=C2)OC=2C=NC(=NC2)N2CCOCC2)C